(2E)-3-[2-fluoro-5-hydroxy-4-(6-{methyl[(1R,3S,5S)-1,5-dimethyl-9-azabicyclo[3.3.1]nonan-3-yl]amino}pyridazin-3-yl)phenyl]-N-methylprop-2-enamide FC1=C(C=C(C(=C1)C=1N=NC(=CC1)N(C1C[C@]2(CCC[C@@](C1)(N2)C)C)C)O)/C=C/C(=O)NC